2'-deoxy-5-methyluridine-3'-phosphate P(=O)(O)(O)O[C@H]1C[C@@H](O[C@@H]1CO)N1C(=O)NC(=O)C(=C1)C